C(C)(C)(C)OC(=O)N1C(C[C@H](C1)F)(C(=O)OC)CCC(=O)O 3-((4R)-1-(tert-butoxycarbonyl)-4-fluoro-2-(methoxycarbonyl)pyrrolidin-2-yl)propionic acid